P(=O)(O)(O)OCC(C(=O)[O-])O β-phosphoglycerate